C(C)(=O)O[C@H]1[C@@H](O[C@@H]([C@H]([C@@H]1OC(C)=O)OC(C)=O)OC1=CC=C(C=C1)\C=C\C(=O)C1=CC=C(C=C1)\N=N\N(C)C)COC(C)=O (2s,3s,4r,5s,6r)-2-(Acetoxymethyl)-6-(4-((e)-3-(4-((e)-3,3-dimethyltriaz-1-en-1-yl)phenyl)-3-oxoprop-1-en-1-yl)phenoxy)tetrahydro-2h-pyran-3,4,5-triyl triacetate